ClC=1C=C(C=CC2=C(C=CC=C2)N=C=O)C=CC1 (m-chlorostyryl)isocyanatobenzene